COC=1C=C(C=CC1OCC(=O)OC)C=CC(=O)OCC ethyl 3-(3-methoxy-4-methoxycarbonylmethoxyphenyl)-acrylate